CC(CC(O)(OC(=O)C=C)OC(=O)C=C)O 3-butanediol diacrylate